C(C1=C(C(=C(N)C(=C1)CC)CC)Cl)C1=C(C(=C(N)C(=C1)CC)CC)Cl 4,4'-methylenebis-(3-chloro-2,6-diethylaniline)